2,3,5,6-tetrabromobenzene BrC1=CC(=C(C=C1Br)Br)Br